eicosyl fluorodecyl-sulfonate FCCCCCCCCCCS(=O)(=O)OCCCCCCCCCCCCCCCCCCCC